COC1=CC=C(C=C1)CCC(C)=O 4-(4-methoxyphenyl)butan-2-one